di(n-propyl)boronic acid C(CC)OBOCCC